OC(C)C1=CC=C(C=C1)N1C2(CCC2)C(N(C1=S)C1=CC(=C(C#N)C=C1)C(F)(F)F)=O 4-{5-[4-(1-hydroxyethyl)-phenyl]-8-oxo-6-thioxo-5,7-diazaspiro[3.4]oct-7-yl}-2-trifluoromethyl-benzonitrile